2-(6-(benzyl-(propyl)amino)-4-(3-(p-tolyl)ureido)pyridin-2-yl)benzamide 2-methoxyethyl-4-chloro-1H-pyrrolo[2,3-b]pyridine-5-carboxylate COCCOC(=O)C=1C(=C2C(=NC1)NC=C2)Cl.C(C2=CC=CC=C2)N(C2=CC(=CC(=N2)C2=C(C(=O)N)C=CC=C2)NC(=O)NC2=CC=C(C=C2)C)CCC